(((2S,3R)-2-ethyl-4-hydroxy-3-((1-methyl-1H-imidazol-5-yl)methyl)butanoyl)oxy)methyl 2-((5-bromoquinoxalin-6-yl)amino)-4,5-dihydro-1H-imidazole-1-carboxylate BrC1=C2N=CC=NC2=CC=C1NC=1N(CCN1)C(=O)OCOC([C@H]([C@H](CO)CC1=CN=CN1C)CC)=O